N(=NC1=CC=CC=2C3=CC=CC=C3NC12)C1=CC=CC=2C3=CC=CC=C3NC12 azocarbazol